C(C)(=O)O[C@H]1CN([C@@H](C1)C(NCC1=CC=C(C=C1)C1=C(N=CS1)C)=O)C([C@@H](NC(COCCOCCO[Si](C(C)(C)C)(C1=CC=CC=C1)C1=CC=CC=C1)=O)C(C)(C)C)=O (3R,5S)-1-((S)-14-(tert-butyl)-2,2-dimethyl-12-oxo-3,3-diphenyl-4,7,10-trioxa-13-aza-3-silapentadecan-15-oyl)-5-((4-(4-methylthiazol-5-yl)benzyl)carbamoyl)pyrrolidin-3-yl acetate